(2R)-2-amino-3-[(S)-prop-2-enylsulfinyl]propanoic acid N[C@H](C(=O)O)C[S@@](=O)CC=C